CC1=NC2=CC(=CC=C2C(=C1)OC1=C(C=C(C=C1)[N+](=O)[O-])F)OC Methyl-4-(4-nitro-2-fluorophenoxy)-7-methoxyquinoline